C(C)OC(=O)C1OC1(C)C1=C(C=CC=C1)OC 3-(2-methoxyphenyl)-3-methyloxirane-2-carboxylic acid ethyl ester